FC=1C(=C(OC2=C(C=C(C(=C2)C(F)(F)F)F)C2NC(=CC(C2=S(=O)C)=O)C)C=CC1F)OC 2-[2-(3,4-difluoro-2-methoxy-phenoxy)-5-fluoro-4-(trifluoromethyl)phenyl]-6-methyl-3-(methylsulfinylidene)-1H-pyridin-4-one